CC1=CC=C(C=C1)S(=O)(=O)OCCOCCOCCOCCOCCOCCOCCO 20-hydroxy-3,6,9,12,15,18-hexaoxaicosyl 4-methylbenzenesulfonate